C(C)OC(=O)C1=NNC(=C1)C(=O)OCC pyrazole-3,5-dicarboxylic acid diethyl ester